C1(CCCCC1)C[C@@H](C(=O)NC(CC1C(NC(C1)(C)C)=O)CO)NC(OC(CC1=CC(=CC=C1)Cl)C1=CC=CC=C1)=O 2-(3-chlorophenyl)-1-phenylethyl ((2S)-3-cyclohexyl-1-((1-(5,5-dimethyl-2-oxopyrrolidin-3-yl)-3-hydroxypropan-2-yl)amino)-1-oxopropan-2-yl)carbamate